COC1=C(NCC#CC=2C=C(C=3C=CN(C3C2)CC(F)(F)F)N(CC2CCNCC2)C)C=CC(=C1)S(=O)(=O)C 6-[3-(2-methoxy-4-methylsulfonyl-anilino)prop-1-ynyl]-N-methyl-N-(4-piperidylmethyl)-1-(2,2,2-trifluoroethyl)indol-4-amine